(bromobenzene-oxy)sodium BrC1=C(C=CC=C1)O[Na]